2-(6-{[(3R,4S)-4-fluoro-1-methylpyrrolidin-3-yl]amino}[1,3]thiazolo[4,5-c]pyridazin-3-yl)-5-(1H-pyrazol-4-yl)phenol F[C@@H]1[C@@H](CN(C1)C)NC=1SC2=C(N=NC(=C2)C2=C(C=C(C=C2)C=2C=NNC2)O)N1